N-benzyl-3-{4-[(2-hydroxyethyl)amino]pyrido[3,2-d]pyrimidin-6-yl}benzene-1-sulfonamide C(C1=CC=CC=C1)NS(=O)(=O)C1=CC(=CC=C1)C=1C=CC=2N=CN=C(C2N1)NCCO